CC1=C(C(=C2NC(N=C2N)=O)C)C=CC=C1 dimethyl-aminobenzylidene-imidazolone